(3r)-3-{[(benzyloxy)carbonyl]amino}-2-oxo-4-phenylbutane-1-diazonium C(C1=CC=CC=C1)OC(=O)N[C@@H](C(C[N+]#N)=O)CC1=CC=CC=C1